1,3-diisocyanatohexane N(=C=O)CCC(CCC)N=C=O